F[C@@H]1COCCC1 (3S,4R)-3-fluorotetrahydro-2H-pyran